C(CC)(OCC1C2C=CC(C1)C2)OCC2C1C=CC(C2)C1 5,5'-((propane-1,1-diylbis(oxy))bis(methylene))bis(bicyclo[2.2.1]hept-2-ene)